(S)-6-(2-amino-4-methylthiazol-5-yl)-2-(1-cyclopropylethyl)-4-(2-oxopyrrolidin-1-yl)-1,2-dihydro-3H-pyrrolo[3,4-c]pyridin-3-one NC=1SC(=C(N1)C)C1=CC2=C(C(=N1)N1C(CCC1)=O)C(N(C2)[C@@H](C)C2CC2)=O